N-[2-(1-benzylpiperidin-4-yl)ethyl]-4-[4-(trifluoromethyl)phenyl]benzamide C(C1=CC=CC=C1)N1CCC(CC1)CCNC(C1=CC=C(C=C1)C1=CC=C(C=C1)C(F)(F)F)=O